ClC1=CC=C(S1)CNC1=CC(=NN1C(C(CO)(C)C)=O)C1(NCCC1)C 1-(5-[(5-chlorothiophen-2-yl)methyl]amino-3-(2-methylpyrrolidin-2-yl)-1H-pyrazol-1-yl)-3-hydroxy-2,2-dimethylpropan-1-one